2-acryloyl-7-hydroxy-N-(4-(4-morpholino-7H-pyrrolo[2,3-d]pyrimidin-6-yl)phenyl)-2-azaspiro[3.5]nonane-7-carboxamide C(C=C)(=O)N1CC2(C1)CCC(CC2)(C(=O)NC2=CC=C(C=C2)C2=CC1=C(N=CN=C1N1CCOCC1)N2)O